prop-1-yn-1-ylcyclopentane C(#CC)C1CCCC1